2-[1-(Difluoromethyl)-1H-pyrazol-4-yl]-N-[(dimethylamino)methylene]-5-[(diphenylmethylene)amino]pyridine-3-sulfonamide FC(N1N=CC(=C1)C1=NC=C(C=C1S(=O)(=O)N=CN(C)C)N=C(C1=CC=CC=C1)C1=CC=CC=C1)F